dichloroiridium Cl[Ir]Cl